5-butylsulfonyl-2-(2-hydroxy-3-alpha-cumyl-5-tert-octylphenyl)-2H-benzotriazol C(CCC)S(=O)(=O)C1=CC=2C(=NN(N2)C2=C(C(=CC(=C2)C(C)(C)CC(C)(C)C)C(C)(C)C2=CC=CC=C2)O)C=C1